2-{[4-(4-fluorophenyl)-6-hexylquinolin-2-yl]amino}acetic acid FC1=CC=C(C=C1)C1=CC(=NC2=CC=C(C=C12)CCCCCC)NCC(=O)O